C(C)(C)(C)OC(=O)N[C@H](C(=O)OC(C)(C)C)CCCI tert-butyl (S)-2-((tert-butoxycarbonyl)amino)-5-iodopentanoate